N-(4-(4-amino-7-cyclopentylpyrrolo[2,1-f][1,2,4]triazin-5-yl)benzyl)-5-fluoro-2-methoxybenzamide NC1=NC=NN2C1=C(C=C2C2CCCC2)C2=CC=C(CNC(C1=C(C=CC(=C1)F)OC)=O)C=C2